C1(CC1)N1NNC=C1 N-cyclopropyl-3H-triazole